(4-(3-(1,1-dioxidotetrahydro-2H-thiopyran-4-yl)-2-oxo-7-(trifluoromethyl)-indolin-3-yl)phenyl)boronic acid O=S1(CCC(CC1)C1(C(NC2=C(C=CC=C12)C(F)(F)F)=O)C1=CC=C(C=C1)B(O)O)=O